5-Bromo-N2-(3-(dimethylamino)propyl)-N2-methylpyridine-2,3-diamine BrC=1C=C(C(=NC1)N(C)CCCN(C)C)N